5-chlorospiro[indene-2,4'-piperidine]-1(3H)-one hydrochloride Cl.ClC=1C=C2CC3(CCNCC3)C(C2=CC1)=O